C(C)(C)(C)OC(=O)N1[C@@H](CC1)CNC1(CC1)C1=CC(=C(C=C1)F)C(F)(F)F (S)-2-(((1-(4-fluoro-3-(trifluoromethyl)phenyl)cyclopropyl)amino)methyl)azetidine-1-carboxylic acid tert-butyl ester